1-(5-tert-butyl-isoxazol-3-yl)-3-[4-(7-fluoro-indazol-1-yl)-phenyl]-urea C(C)(C)(C)C1=CC(=NO1)NC(=O)NC1=CC=C(C=C1)N1N=CC2=CC=CC(=C12)F